di-butyl decanedioate C(CCCCCCCCC(=O)OCCCC)(=O)OCCCC